(epsilone)-acetyllysine C(C)(=O)N[C@@H](CCCCN)C(=O)O